3-amino-1,3,4,5-tetrahydro-2H-benzo[b]azepin-2-one NC1CCC2=C(NC1=O)C=CC=C2